2-(pyrimidin-2-yl)-7,8-dihydro-phthalazine-1,6(2H,5H)-dione N1=C(N=CC=C1)N1C(C=2CCC(CC2C=N1)=O)=O